racemic-6,7-difluoro-4-(1-((3-hydroxypropyl)amino)ethyl)-2-methylphthalazin-1(2H)-one FC=1C=C2C(=NN(C(C2=CC1F)=O)C)[C@@H](C)NCCCO |r|